2-(3-(2-chloro-6-(trifluoromethyl)phenyl)ureido)-N,N-dimethyl-3-(3-nitrophenyl)acrylamide ClC1=C(C(=CC=C1)C(F)(F)F)NC(NC(C(=O)N(C)C)=CC1=CC(=CC=C1)[N+](=O)[O-])=O